CCCCCCCCCCCCCCCC(=O)N[C@@H](CO)[C@@H](CCCCCCCCCCCCC)O palmitamidohexadecanediol